5-((4-(3-(3-amino-5-(4-amino-4-methylpiperidin-1-yl)pyrazin-2-yl)-2-chlorophenyl)piperazin-1-yl)methyl)-4-bromo-2-(2,6-dioxopiperidin-3-yl)isoindoline-1,3-dione NC=1C(=NC=C(N1)N1CCC(CC1)(C)N)C=1C(=C(C=CC1)N1CCN(CC1)CC=1C(=C2C(N(C(C2=CC1)=O)C1C(NC(CC1)=O)=O)=O)Br)Cl